COC(C1=CC(=CC(=C1)O)C=1SC(=CN1)Cl)=O 3-(5-chloro-1,3-thiazol-2-yl)-5-hydroxybenzoic acid methyl ester